4-methylenedioxy-N-ethylphenylethylamine C1OC2=CC=C(C=C2O1)CCNCC